FC(C1=NC(=NO1)C1=CC=C(OCCCC2=CC(=NO2)C(=O)N)C=C1)(F)F 5-(3-{4-[5-(trifluoromethyl)-1,2,4-oxadiazol-3-yl]phenoxy}propyl)isoxazole-3-carboxamide